4-isopropylthiazole-2-carboxamide C(C)(C)C=1N=C(SC1)C(=O)N